Cl.N[C@@H](C)C(=O)OC(C)C isopropyl L-alaninate HCl salt